tert-Butyl 6-(2-ethoxy-2-oxoethylidene)-2-azaspiro[3.3]heptane-2-carboxylate C(C)OC(C=C1CC2(CN(C2)C(=O)OC(C)(C)C)C1)=O